CN1N=C(C=C1C1=NN2C(=NC=3C(=CC=CC3C2=N1)C(F)(F)F)N[C@H]1C(NCCCC1)=O)C (3R)-3-{[2-(1,3-dimethyl-1H-pyrazol-5-yl)-7-(trifluoromethyl)[1,2,4]triazolo[1,5-c]quinazolin-5-yl]amino}azepan-2-one